1'-(2-[(2-acetyl-1,2,3,4-tetrahydroisoquinolin-6-yl)oxy]ethyl)-1-methyl-1,2-dihydrospiro[indole-3,4'-piperidin]-2-one C(C)(=O)N1CC2=CC=C(C=C2CC1)OCCN1CCC2(CC1)C(N(C1=CC=CC=C12)C)=O